(4-(2-fluorophenyl)-6-(6-fluoropyridin-3-ylamino)-1,3,5-triazin-2-ylamino)-2-methylpropan-2-ol FC1=C(C=CC=C1)C1=NC(=NC(=N1)NC=1C=NC(=CC1)F)NCC(C)(O)C